4-(1-(2,4-dimethyl-5-(4-(pyrrolidin-1-yl)-3H-imidazo[4,5-c]pyridin-2-yl)benzoyl)piperidin-4-yl)benzonitrile CC1=C(C(=O)N2CCC(CC2)C2=CC=C(C#N)C=C2)C=C(C(=C1)C)C1=NC2=C(C(=NC=C2)N2CCCC2)N1